4-((4-(4-chloro-3-(trifluoromethyl)phenoxy)-3-fluorobenzyl)oxy)-1-methyl-6-(thien-3-yl)pyrimidin-2(1H)-one ClC1=C(C=C(OC2=C(C=C(COC3=NC(N(C(=C3)C3=CSC=C3)C)=O)C=C2)F)C=C1)C(F)(F)F